1,6-dicyanooctane C(#N)CCCCCC(CC)C#N